C(=O)(O)CN1CCN(CCN(CCNCC1)CC(=O)O)CC1=[N+](C=CC=C1)[O-] 2-((4,10-bis(carboxymethyl)-1,4,7,10-tetraazacyclododecane-1-yl)methyl)pyridine 1-oxide